tert-butyl (2S)-2-(cyanomethyl)-4-[8-fluoro-2-[[(2S,4R)-4-methoxy-1-methyl-pyrrolidin-2-yl]methoxy]-7-(8-methyl-1-naphthyl)pyrido[4,3-d]pyrimidin-4-yl]piperazine-1-carboxylate C(#N)C[C@@H]1N(CCN(C1)C=1C2=C(N=C(N1)OC[C@H]1N(C[C@@H](C1)OC)C)C(=C(N=C2)C2=CC=CC1=CC=CC(=C21)C)F)C(=O)OC(C)(C)C